N1=CC=CC2=CC=C3C=CC=NC3=C12 1,10-Phenanthroline